COC(=O)N[C@H](C(=O)N1CCCC1)C1=CC=CC=C1 (R)-1-((S)-2-((methoxycarbonyl)amino)-2-phenylacetyl)pyrrolidine